C(C1=CC=CC=C1)N(C1=C2NC(N(C2=NC=N1)[C@@H]1C(CN(CC1)C(=O)OC(C)(C)C)(F)F)=O)CC1=CC=CC=C1 tert-butyl (4S)-4-[6-(dibenzylamino)-8-oxo-7H-purin-9-yl]-3,3-difluoropiperidine-1-carboxylate